FC=1C=CC(=NC1)CCl 5-fluoropicolinyl chloride